1-cyclopentyl-5-(thiophen-2-yl)-1H-pyrazol C1(CCCC1)N1N=CC=C1C=1SC=CC1